4-hydroxy-6-oxo-1,6-dihydropyridine OC=1C=CNC(C1)=O